O=C1C(=C(C=NN1)N1[C@@H](C2=CC=CC=C2C1)COC/C=C/C(=O)N1CCN(CC1)C1=CC=C(C=N1)C#N)C(F)(F)F 6-[4-[(2E)-4-[[(1S)-2-[6-oxo-5-(trifluoromethyl)-1,6-dihydropyridazin-4-yl]-2,3-dihydro-1H-isoindol-1-yl]methoxy]but-2-enoyl]piperazin-1-yl]pyridine-3-carbonitrile